C(C)(C)OC(=O)C=1C=CN2C=C(C=C2C1)C1=CC=NC=C1 2-(pyridin-4-yl)indolizine-7-carboxylic acid isopropyl ester